N-[(2,4-dimethoxyphenyl)methyl]-4-methyl-6-[4-(oxan-2-yloxymethyl)-3-(4,4,5,5-tetramethyl-1,3,2-dioxaborolan-2-yl)phenyl]phthalazin-1-amine COC1=C(C=CC(=C1)OC)CNC1=NN=C(C2=CC(=CC=C12)C1=CC(=C(C=C1)COC1OCCCC1)B1OC(C(O1)(C)C)(C)C)C